C[C@H](C/C=C/C(C)(C)OC)[C@H]1CC[C@@]2([C@@]1(CC[C@]34[C@H]2[C@H](C[C@@H]5[C@]3(C4)CCC(=O)C5(C)C)O)C)C The molecule is a pentacyclic triterpenoid that is 9beta,19-cyclolanost-25-ene substituted by an oxo group at position 3, a hydroxy group at position 7 and a methoxy group at position 25. It has been isolated from the leaves of Combretum quadrangulare. It has a role as a metabolite and a plant metabolite. It is a cyclic terpene ketone, a pentacyclic triterpenoid, an ether, a secondary alcohol and a 3-oxo-5alpha-steroid. It derives from a hydride of a cycloartane.